CCC(CCC)=O methyl-pentanone